2',6'-difluoro-N-(3-((4-fluorophenyl)sulfonamido)-4-hydroxyphenyl)-[1,1'-biphenyl]-4-carboxamide FC1=C(C(=CC=C1)F)C1=CC=C(C=C1)C(=O)NC1=CC(=C(C=C1)O)NS(=O)(=O)C1=CC=C(C=C1)F